FC=1C=C(C=CC1)NC1=C2N=CN(C2=NC(=N1)I)[C@H]1[C@@H]([C@@H]([C@@]2(C[C@H]12)CO)O)O (1R,2R,3S,4R,5S)-4-(6-((3-fluorophenyl)amino)-2-iodo-9H-purin-9-yl)-1-(hydroxymethyl)bicyclo[3.1.0]hexane-2,3-diol